(S)-methyl 2-((2-(2,6-difluoro-4-(methyl-carbamoyl)phenyl)-5-methyl-1H-benzo[d]imidazol-1-yl)methyl)morpholine-4-carboxylate FC1=C(C(=CC(=C1)C(NC)=O)F)C1=NC2=C(N1C[C@H]1CN(CCO1)C(=O)OC)C=CC(=C2)C